2-(4-Chloro-5-(2-fluoro-6-methyl-4-(methylthio)phenyl)-1H-imidazol-2-yl)-5-fluoropyridine ClC=1N=C(NC1C1=C(C=C(C=C1C)SC)F)C1=NC=C(C=C1)F